FC=1C(=CC=C2C(=NNC12)I)C1CCN(CC1)C(=O)OC(C)(C)C tert-butyl 4-(7-fluoro-3-iodo-1H-indazol-6-yl)piperidine-1-carboxylate